2-(4-(6-(benzenesulfonyl)-2-(trifluoromethyl)imidazo[4,5-d]Pyrrolo[2,3-b]Pyridin-1(6H)-yl)-1H-pyrazol-1-yl)acetonitrile C1(=CC=CC=C1)S(=O)(=O)N1C=CC=2C1=NC=C1C2N(C(=N1)C(F)(F)F)C=1C=NN(C1)CC#N